4-bromo-7-chloro-1H-pyrazolo[3,4-C]pyridine BrC1=C2C(=C(N=C1)Cl)NN=C2